ClCC1=CC(=CC=C1)CCl 1,3-bis(chloromethyl)benzene